FC=1C=C(COC=2C=C3N(C(N2)=O)CC2N3COC2)C=C(C1OC=1C=NC(=NC1)C)F 6-((3,5-difluoro-4-((2-methylpyrimidin-5-yl)oxy)benzyl)oxy)-10,10a-dihydro-1H-oxazolo[3',4':3,4]imidazo[1,2-c]pyrimidin-8(3H)-one